2-N-butyryl-6-O-(L-histidyl)-D-glucosamine hydrochloride Cl.C(CCC)(=O)N[C@H]1C(O)O[C@@H]([C@H]([C@@H]1O)O)COC([C@@H](N)CC1=CNC=N1)=O